7-chloro-4-(methylamino)-1-phenylquinolin-2(1H)-one ClC1=CC=C2C(=CC(N(C2=C1)C1=CC=CC=C1)=O)NC